N-(3-(3'-chloro-6-methoxy-5-((((5-oxopyrrolidin-2-yl)methyl)amino)methyl)-[2,4'-bipyridin]-2'-yl)-2-methylphenyl)-5-(((2-hydroxyethyl)(methyl)amino)methyl)picolinamide ClC=1C(=NC=CC1C1=NC(=C(C=C1)CNCC1NC(CC1)=O)OC)C=1C(=C(C=CC1)NC(C1=NC=C(C=C1)CN(C)CCO)=O)C